CN1CC2=CC=C(C=C2C=C1)OC 2-methyl-6-methoxyisoquinolin